NC1=C2C(=NC=N1)N(N=C2C2=CC=C(C=C2)CNC(C2=C(C=CC(=C2)F)OC)=O)C=2C=C(C=CC2)N(C(=O)N2N=CN=C2)C N-(3-(4-amino-3-(4-((5-fluoro-2-methoxybenzamido)methyl)phenyl)-1H-pyrazolo[3,4-d]pyrimidin-1-yl)phenyl)-N-methyl-1H-1,2,4-triazole-1-carboxamide